2-(4-amino-6-(p-tolyl)-9H-pyrimido[4,5-b]indol-9-yl)acetic acid NC1=NC=NC=2N(C3=CC=C(C=C3C21)C2=CC=C(C=C2)C)CC(=O)O